methyl (3S,2R/S)-3-(4-bromophenyl)-2-methylbutanoate BrC1=CC=C(C=C1)[C@H]([C@H](C(=O)OC)C)C |&1:8|